C1(=C(C=CC=C1)C(C(C(=O)O)(O)C1=C(C=CC=C1)C)(O)C(=O)O)C ditoluyltartaric acid